lithium trifluoromethylsulfinate phosphorus pentafluoride P(F)(F)(F)(F)F.FC(F)(F)S(=O)[O-].[Li+]